ClC1=CC2=CC=CC=C2C=C1 2-chloronaphthalene